C(=C)=C1C=CC=C1 vinylidene(cyclopentadiene)